1-(4-(2-((1-methylpyrrolidin-2-yl)methoxy)-7-(naphthalen-1-ylmethyl)imidazo[2,1-f][1,2,4]triazin-4-yl)piperazin-1-yl)prop-2-en-1-one CN1C(CCC1)COC1=NN2C(C(=N1)N1CCN(CC1)C(C=C)=O)=NC=C2CC2=CC=CC1=CC=CC=C21